CSC=1N=C(C2=C(N1)CN(C1(C2)CC1)C(=O)OC(C)(C)C)OS(=O)(=O)C(F)(F)F tert-butyl 2'-(methylthio)-4'-(((trifluoromethyl) sulfonyl) oxy)-5',8'-dihydro-7'H-spiro[cyclopropane-1,6'-pyrido[3,4-d]pyrimidine]-7'-carboxylate